C(C)OC1=CC=C(CC(C(C)S(=O)(=O)N)CC2=CC=C(C=C2)OCC)C=C1 bis(4-ethoxybenzyl)propane-2-Sulfonamide